CC1(OC[C@@](O1)(C(=O)[O-])C#C[Si](C(C)C)(C(C)C)C(C)C)C.C1(CCCCC1)[NH2+]C1CCCCC1 dicyclohexylammonium (R)-2,2-dimethyl-4-((triisopropylsilyl)ethynyl)-1,3-dioxolane-4-carboxylate